2-methoxy-3-[(2-thioxo-3-thiazolidinyl)carbonyl]benzamide COC1=C(C(=O)N)C=CC=C1C(=O)N1C(SCC1)=S